7-(3-(1H-pyrazol-1-yl)-7,8-dihydro-1,6-naphthyridin-6(5H)-yl)-2,8-dimethyl-4H-pyrimido[1,2-b]pyridazin-4-one N1(N=CC=C1)C=1C=NC=2CCN(CC2C1)C=1C(=CC=2N(N1)C(C=C(N2)C)=O)C